COC1=C2C=C(NC2=CC=C1)C(=O)N1C(CC(C1)C(F)(F)F)C(=O)N 1-(4-methoxy-1H-indole-2-carbonyl)-4-(trifluoromethyl)pyrrolidine-2-carboxamide